C(C)(C)(C)C1=C(CO)C(=CC=C1)C(C)(C)C 2,6-bis(t-butyl)-hydroxytoluene